O=C1NC2=C(S(C3=C1C=CC=C3)(=O)=O)C=CC(=C2)C(=O)NCC2=CN=C(S2)N2CC(CCCC2)=O 11-oxo-N-((2-(3-oxoazepan-1-yl)thiazol-5-yl)methyl)-10,11-dihydrodibenzo[b,f][1,4]thiazepine-8-carboxamide 5,5-dioxide